3-fluoro-N-methyl-5-(piperazin-1-yl)pyridineamide FC=1C(=NC=C(C1)N1CCNCC1)C(=O)NC